COC1=C(N)C=C(C(=C1)N1CCC(CC1)N1CCN(CC1)C)C=1C=NN(C1)C 2-methoxy-5-(1-methyl-1H-pyrazol-4-yl)-4-(4-(4-Methylpiperazin-1-yl)piperidin-1-yl)aniline